[2-(3,6-dimethyl-9H-carbazol-9-yl)butyl]phosphonic acid CC=1C=CC=2N(C3=CC=C(C=C3C2C1)C)C(CP(O)(O)=O)CC